Cl.N[C@@H](CC(=O)OCC)C=1C=C(C=C(C1F)C(F)(F)F)C1=C(C=C(C=C1CCCC=C)F)C Ethyl (S)-3-amino-3-(4,4'-difluoro-2'-methyl-6'-(pent-4-en-1-yl)-5-(trifluoromethyl)-[1,1'-biphenyl]-3-yl)propanoate hydrochloride